N-(2-(3-(6,8-dichloro-2-methyl-1,2,3,4-tetrahydroisoquinolin-4-yl)phenylamino)ethyl)acrylamide ClC=1C=C2C(CN(CC2=C(C1)Cl)C)C=1C=C(C=CC1)NCCNC(C=C)=O